C1=CC=CC=2C3=CC=CC=C3N(C12)C1=CC=C(C(=O)C2=CC=C(C=C2)N2C3=CC=CC=C3C=3C=CC=CC23)C=C1 4,4'-bis(9-carbazolyl)benzophenone